N-methyl-tetrahydropyrrole CN1CCCC1